C(C)(C)(C)N=C=NCC 1-tertiary butyl-3-ethyl-carbodiimide